C(C)(C)OC=1N=NC=CC1 isopropoxy-pyridazin